6-(3,4-dichlorophenyl)-2-(3-fluorophenyl)-3-oxo-2,3-dihydropyridazine-4-carboxylic acid methyl ester COC(=O)C=1C(N(N=C(C1)C1=CC(=C(C=C1)Cl)Cl)C1=CC(=CC=C1)F)=O